N-(adamantan-1-yl)-2-(4-(((2-(2,6-dioxopiperidin-3-yl)-1,3-dioxoisoindolin-4-yl)amino)methyl)phenyl)acetamide C12(CC3CC(CC(C1)C3)C2)NC(CC2=CC=C(C=C2)CNC2=C3C(N(C(C3=CC=C2)=O)C2C(NC(CC2)=O)=O)=O)=O